C(CCCCC)C(COC(CCCCCCCN(CCCCCCCC(=O)OCC(CCCCCC)CCCCCC)C1=CC=NC=C1)=O)CCCCCC bis(2-hexyloctyl)8,8'-(pyridin-4-ylazanediyl)dioctanoate